3-bromo-4-((4-methoxybenzyl)oxy)-2-methylpyridine BrC=1C(=NC=CC1OCC1=CC=C(C=C1)OC)C